tert-butyl (3-ethylpiperidin-4-yl)carbamate C(C)C1CNCCC1NC(OC(C)(C)C)=O